5-{2-acetamidoimidazo[1,2-b]pyridazin-6-yl}-N-{[2-fluoro-6-(tetrahydropyran-4-yloxy)phenyl]methyl}-2-methoxypyridine-3-carboxamide C(C)(=O)NC=1N=C2N(N=C(C=C2)C=2C=C(C(=NC2)OC)C(=O)NCC2=C(C=CC=C2OC2CCOCC2)F)C1